((2S,5R)-6-(((3-ethoxy-2,2-dimethyl-3-oxopropoxy)sulfonyl)oxy)-7-oxo-1,6-diazabicyclo[3.2.1]octane-2-carboxamide) methyl-methylglutarate CC(C(=O)O)(CCC(=O)O)C.C(C)OC(C(COS(=O)(=O)ON1[C@@H]2CC[C@H](N(C1=O)C2)C(=O)N)(C)C)=O